normal hexene oxide C1C(CCCC)O1